FC1(CCN(CCC1)C1=C(C(=O)OCC)C(=CC(=N1)C(F)(F)F)C)F ethyl 2-(4,4-difluoroazepan-1-yl)-4-methyl-6-(trifluoromethyl)nicotinate